dioctyl-tin bis(butyl maleate) C(CCC)/C(/C(=O)[O-])=C/C(=O)[O-].C(CCC)/C(/C(=O)[O-])=C/C(=O)[O-].C(CCCCCCC)[Sn+4]CCCCCCCC